8-(trifluoromethyl)indolo[2,1-b]quinazoline-6,12-dione FC(C=1C=C2C(C3=NC4=CC=CC=C4C(N3C2=CC1)=O)=O)(F)F